ClC=1C=C(C=NC1)C1=NC(=C2N=CN(C2=N1)[C@H]1[C@@H]([C@@H]([C@H](O1)C(=O)NC([2H])([2H])[2H])O)O)NCC1=CC(=CC=C1)OC (2S,3S,4R,5R)-5-(2-(5-chloropyridin-3-yl)-6-((3-methoxybenzyl)amino)-9H-purin-9-yl)-3,4-dihydroxyl-N-(methyl-d3)-tetrahydrofuran-2-carboxamide